C(#N)C1=C2C(=NC=C1OC1=CC(=NC=C1)NC(C)=O)N=C(N2C)NC2=NOC(=C2)C(C(F)(F)F)(C)C N-(4-((7-cyano-1-methyl-2-((5-(1,1,1-trifluoro-2-methylpropan-2-yl)isoxazol-3-yl)amino)-1H-imidazo[4,5-b]pyridin-6-yl)oxy)pyridin-2-yl)acetamide